ClC=1C=C2C=C(NC2=CC1)CCCC(=O)O 5-chloro-1H-indole-2-butanoic acid